5-[4-(dimethoxymethyl)-1-piperidyl]-4-fluoro-3-methyl-1H-benzimidazol-2-one COC(C1CCN(CC1)C1=C(C2=C(NC(N2C)=O)C=C1)F)OC